C(C(C)C)(=O)OC1=C(C(=CC(=C1)Cl)C=NC(CC1=CC=C(C=C1)O)C(CO)=O)O 5-chloro-2-hydroxy-3-((4-hydroxy-1-(4-hydroxyphenyl)-3-oxobutan-2-ylimino)-methyl)phenyl isobutyrate